CC1=NN2C(N=C(C(=C2C)O[C@H]2CN(CC2)C=2C=NC(=NC2)C23CC(C2)(C3)CN3CC2(COC2)C3)C)=N1 6-[[3-[5-[(3R)-3-[(2,5,7-trimethyl-[1,2,4]triazolo[1,5-a]pyrimidin-6-yl)oxy]pyrrolidin-1-yl]pyrimidin-2-yl]-1-bicyclo[1.1.1]pentanyl]methyl]-2-oxa-6-azaspiro[3.3]heptane